FC1(CCC(CC1)N1C2=C(S([C@@H]([C@@H](C1)CCC(F)(F)F)F)(=O)=O)C=C(C(=C2)C(F)(F)F)OCC(C(=O)O)(C)C)F (((2S,3R)-5-(4,4-difluorocyclohexyl)-2-fluoro-1,1-dioxido-7-(trifluoromethyl)-3-(3,3,3-trifluoropropyl)-2,3,4,5-tetrahydrobenzo[b][1,4]thiazepin-8-yl)oxy)-2,2-dimethylpropanoic acid